bicyclo[2.2.2]octane-2,5-dimethanol C12C(CC(C(C1)CO)CC2)CO